ClC/C=C/C(=O)NC1=C(C=C(C(=O)NC2=CC(=CC=C2)C2=CC=3N(C=C2Cl)C=CN3)C=C1)C#N (E)-4-(4-chlorobut-2-enoylamino)-N-(3-(6-chloroimidazo[1,2-a]pyridin-7-yl)phenyl)-3-cyanobenzamide